COC=1C=C(C=CC1)C(C)O 1-(3-methoxyphenyl)-1-ethanol